Di-neopentylbismuth Formate C(=O)[O-].C(C(C)(C)C)[Bi+]CC(C)(C)C